C1(CCCC1)N1C(C(=CC2=C1N=C(N=C2)NC2=CC(=C(C=C2)N2CCC(CC2)N(C)C)F)C#N)=O 8-cyclopentyl-2-((4-(4-(dimethylamino)piperidin-1-yl)-3-fluorophenyl)amino)-7-oxo-7,8-dihydropyrido[2,3-d]pyrimidine-6-carbonitrile